2-{5-bromo-1-[(3-fluorophenyl)methyl]-1H-imidazol-2-yl}-4-[5-(difluoromethyl)-1,3,4-oxadiazol-2-yl]pyridine BrC1=CN=C(N1CC1=CC(=CC=C1)F)C1=NC=CC(=C1)C=1OC(=NN1)C(F)F